2-(4-methylpiperazin-1-yl)-3H-pteridin-4-one CN1CCN(CC1)C1=NC2=NC=CN=C2C(N1)=O